N1=CC=CC=2CCCC(C12)=NNC(=S)N1CCN(CC1)C1=NC=CC=C1 N-(6,7-dihydro-5H-quinolin-8-ylideneamino)-4-pyridin-2-ylpiperazine-1-carbothioamide